6-(4-chlorophenyl)-5-phenyl-N-[[5-(trifluoromethyl)-2-pyridinyl]sulfonyl]-4,5-dihydro-3H-pyridazine-2-carboxamide ClC1=CC=C(C=C1)C=1C(CCN(N1)C(=O)NS(=O)(=O)C1=NC=C(C=C1)C(F)(F)F)C1=CC=CC=C1